butyl-2,2-dimethyl-3,4-dihydroquinoline-1(2H)-carboxamide C(CCC)C1C(N(C2=CC=CC=C2C1)C(=O)N)(C)C